(7E)-butyl-9,9-diethoxy-7-nonenoic acid C(CCC)C(C(=O)O)CCCC\C=C\C(OCC)OCC